C(C(C)C)[NH+](CC(C)C)CC(C)C tri(isobutyl)ammonium